3-(N-((2,5-Diisopropylphenyl)carbamoyl)sulfamoyl)-N,N,1-trimethyl-1H-pyrazole-5-carboxamide, Sodium Salt [Na].C(C)(C)C1=C(C=C(C=C1)C(C)C)NC(=O)NS(=O)(=O)C1=NN(C(=C1)C(=O)N(C)C)C